N-[5-(5-amino-6-chloro-2-pyridyl)-3-methyl-triazol-4-yl]carbamate hydrochloride Cl.NC=1C=CC(=NC1Cl)C1=C(N(N=N1)C)NC(O)=O